cyano-4-hexadecyloxycinnamic acid C(#N)C(C(=O)O)=CC1=CC=C(C=C1)OCCCCCCCCCCCCCCCC